Cl.CN[C@@H](COCCC)C(=O)OCC1=CC(=NC(=C1)Cl)Cl (2,6-Dichloropyridin-4-yl)methyl N-methyl-O-propyl-L-serinate hydrochloride